2-[4-[2-[3-[1-(5-chloropyrimidin-2-yl)-4-piperidyl]cyclobutyl]ethoxy]-2-fluoro-phenyl]-1-[3-[[[(2S,3R,4R,5R)-2,3,4,5,6-pentahydroxyhexyl]amino]methyl]azetidin-1-yl]ethanone ClC=1C=NC(=NC1)N1CCC(CC1)C1CC(C1)CCOC1=CC(=C(C=C1)CC(=O)N1CC(C1)CNC[C@@H]([C@H]([C@@H]([C@@H](CO)O)O)O)O)F